CC=1N=C(SC1C)C1=NN=C2N1CCN[C@@H]2C (R)-4,5-dimethyl-2-(8-methyl-5,6,7,8-tetrahydro-[1,2,4]triazolo[4,3-a]pyrazin-3-yl)thiazole